5-fluoro-1,4-dihydroisoquinolin-3(2H)-one FC1=C2CC(NCC2=CC=C1)=O